4-((3,3-difluoro-1-(hydroxymethyl)cyclobutyl)amino)-6,7-dihydrothieno[3,2-d]pyrimidine FC1(CC(C1)(CO)NC=1C2=C(N=CN1)CCS2)F